BrCCCC1=CC=C(C=C1)CCCBr 1,4-Bis(3-bromopropyl)benzene